Ethenyl-3-oxobutanoate C(=C)OC(CC(C)=O)=O